FC1=C(C(=O)N[C@@H](C(=O)N2CCC3(C(CN(C3)C)C3=CC=CC=C3)CC2)C(C)C)C=C(C=C1)C(F)(F)F 2-fluoro-N-((2R)-3-methyl-1-(2-methyl-4-phenyl-2,8-diazaspiro[4.5]decan-8-yl)-1-oxobutan-2-yl)-5-(trifluoromethyl)benzamide